[3-((3,4-dihydroisoquinolin-2(1H)-yl)methyl)-3-hydroxypiperidin-1-yl]methanone C1N(CCC2=CC=CC=C12)CC1(CN(CCC1)C=O)O